FC1=C(SC=C1)C1=NN=C(O1)NC(C1=C(C=C(C=C1)OC)OC)=O N-(5-(3-fluorothiophen-2-yl)-1,3,4-oxadiazol-2-yl)-2,4-dimethoxybenzamide